(4-(4-chloro-3-trifluoromethyl-phenoxy)-2,5-dimethyl-phenyl)-N-ethyl-N-methylformamidine ClC1=C(C=C(OC2=CC(=C(C=C2C)C(=N)N(C)CC)C)C=C1)C(F)(F)F